C(C)OC(CCNC(=O)C=1SC2=C(C1)C=C(C(=C2)OC)OCCCOC=2C=C1CN(CC1=CC2OC)C(CCC(=O)OCC)=O)=O ethyl 4-[5-[3-[2-[(3-ethoxy-3-oxo-propyl)carbamoyl]-6-methoxy-benzothiophen-5-yl]oxypropoxy]-6-methoxy-isoindolin-2-yl]-4-oxo-butanoate